2-(3-(((4-(2-((6-(1,2,3-thiadiazol-5-yl)-1H-indazol-4-yl)amino)ethoxy)butyl)amino)methyl)-5-(trifluoromethoxy)phenoxy)ethan-1-ol S1N=NC=C1C1=CC(=C2C=NNC2=C1)NCCOCCCCNCC=1C=C(OCCO)C=C(C1)OC(F)(F)F